FC1=CC=C(OC=2N=CC=NC2)C=C1 5-(4-fluorophenoxy)pyrazin